CN(CCC1=CNC2=CC=CC(=C12)O[Si](C(C)C)(C(C)C)C(C)C)C N,N-Dimethyl-2-(4-((triisopropylsilyl)oxy)-1H-indol-3-yl)ethan-1-amine